N-(4-methoxybenzyl)-6-methyl-N-(thiazol-4-yl)pyridine-2-sulfonamide COC1=CC=C(CN(S(=O)(=O)C2=NC(=CC=C2)C)C=2N=CSC2)C=C1